FC1=C(C=CC(=C1O)F)\C=C/1\C(N(C(S1)=O)CC1=CC(=CC=C1)O)=O (5Z)-5-[(2,4-difluoro-3-hydroxyphenyl)methylidene]-3-[(3-hydroxyphenyl)methyl]-1,3-thiazolidine-2,4-dione